2-(4-(3-fluoropropoxy)-2,5-bis(methoxy-d3)phenyl)ethan-1-amine FCCCOC1=CC(=C(C=C1OC([2H])([2H])[2H])CCN)OC([2H])([2H])[2H]